C(C1CS1)OC1CCC(CC1)C(C(C1CCC(CC1)OCC1CS1)C1CCC(CC1)OCC1CS1)C1CCC(CC1)OCC1CS1 1,1,2,2-tetrakis-(4-(2,3-epithiopropoxy)cyclohexyl)ethane